[CH-]1C=CC=C1.C1=C[C-](C(=C1)N)N.[Fe+2] ferrocenediamine